disulfanediylbis(naphthalene-2-ol) S(SC1=C(C=CC2=CC=CC=C12)O)C1=C(C=CC2=CC=CC=C12)O